C(#N)/C(/C(=O)OCCO)=C\C1=CN(C2=NC=CC=C21)CC2=CC(=CC=C2)C(F)(F)F 2-hydroxyethyl (E)-2-cyano-3-(1-(3-(trifluoromethyl)benzyl)-1H-pyrrolo[2,3-b]pyridin-3-yl)acrylate